C(C1=CC=CC=C1)OC=1C(=C(C=2C[C@@H](C=CC2C1)NC(=O)OC(C)(C)C)F)NCC(=O)OC methyl ({(7S)-3-(benzyloxy)-7-[(tert-butoxycarbonyl)amino]-1-fluoro-7,8-dihydronaphthalen-2-yl}amino)acetate